(R)-1-(4-(difluoromethyl)phenyl)-3-(isoquinolin-4-yl)-2-oxoimidazolidine-4-carbonitrile FC(C1=CC=C(C=C1)N1C(N([C@H](C1)C#N)C1=CN=CC2=CC=CC=C12)=O)F